COC1=CC=C(C=N1)C#CC=1C=C(C=CC1)N1N=C2C(=C1)CCC2C2=CC=CC=C2 2-(3-((6-methoxypyridin-3-yl)ethynyl)phenyl)-6-phenyl-2,4,5,6-tetrahydrocyclopenta[c]pyrazole